CC(=CCC/C(=C/CC/C(=C/CC/C(=C\\CC/C(=C\\CC/C(=C\\CC/C(=C\\CC/C(=C\\CC/C(=C\\CC/C(=C\\CC/C(=C\\COP(=O)([O-])OP(=O)([O-])O[C@@H]1[C@@H]([C@H]([C@@H]([C@H](O1)CO)O[C@H]2[C@@H]([C@H]([C@@H]([C@H](O2)CO)O)O)O)O)NC(=O)C)/C)/C)/C)/C)/C)/C)/C)/C)/C)/C)C The molecule is a beta-D-glucosyl-(1->4)-N-acetyl-D-glucosaminyl undecaprenyl diphosphate(2-) in which the anomeric centre connected to the diphosphate group has alpha-configuration. It is a conjugate base of a beta-D-glucosyl-(1->4)-N-acetyl-alpha-D-glucosaminyl undecaprenyl diphosphate.